3-Ethyl-7-((4-(piperidin-4-yl)piperazin-1-yl)methyl)-1,5-naphthyridin-2(1H)-one C(C)C=1C(NC2=CC(=CN=C2C1)CN1CCN(CC1)C1CCNCC1)=O